OCC=1C=2N(C=C(C1)C(=O)OC)C=NN2 methyl 8-(hydroxymethyl)-[1,2,4]triazolo[4,3-a]pyridine-6-carboxylate